C(C1=CC=CC=C1)N1SC(N(C1=O)CC1=C(C=CC=C1)Cl)=O 2-benzyl-4-(2-chlorobenzyl)-1,2,4-thiadiazole-3,5-dione